tert-butyl ((S)-7-(((2S,4R)-4-((tert-butyldimethylsilyl)oxy)pyrrolidin-2-yl)methoxy)-5-methyl-4-oxo-2,3,4,5-tetrahydrobenzo[b][1,4]oxazepin-3-yl)carbamate [Si](C)(C)(C(C)(C)C)O[C@@H]1C[C@H](NC1)COC1=CC2=C(OC[C@@H](C(N2C)=O)NC(OC(C)(C)C)=O)C=C1